CC1C(=CC2=CC(=C(C=C12)C)C)[Hf]C=1C(C2=CC(=C(C=C2C1)C)C)C bis(1,5,6-trimethylindenyl)hafnium